[Se].CN(C(S)=S)N1CCNCC1 methyl-N-piperazinyl-dithiocarbamic acid selenium